(S)-N-((R)-1-(6-(2,4-dioxoimidazolidin-1-yl)pyridin-3-yl)-3-(4-hydroxypiperidin-1-yl)propyl)-7-(1-methylcyclopropyl)-5,6,7,8-tetrahydrothiazolo[5,4-b]quinoline-2-carboxamide O=C1N(CC(N1)=O)C1=CC=C(C=N1)[C@@H](CCN1CCC(CC1)O)NC(=O)C=1SC2=NC=3CC[C@@H](CC3C=C2N1)C1(CC1)C